2-(2-(5-oxo-6-((2-(trimethylsilyl)ethoxy)methyl)-3,4,5,6-tetrahydropyrido[2,3-d]pyridazine-1(2H)-yl)propoxy)isoindole-1,3-dione O=C1C2=C(C=NN1COCC[Si](C)(C)C)N(CCC2)C(CON2C(C1=CC=CC=C1C2=O)=O)C